methyl 2-ethyl-4-((3-(3-(methylthio)-1-trityl-1H-pyrazol-4-yl)imidazo[1,2-a]pyrazin-8-yl)amino)benzoate C(C)C1=C(C(=O)OC)C=CC(=C1)NC=1C=2N(C=CN1)C(=CN2)C=2C(=NN(C2)C(C2=CC=CC=C2)(C2=CC=CC=C2)C2=CC=CC=C2)SC